(2S,3R,5R)-4-[[3-(2,4-Difluoro-3-methyl-phenyl)-5-methyl-5-(trifluoromethyl)tetrahydrofuran-2-carbonyl]amino]pyridin-2-carboxamid FC1=C(C=CC(=C1C)F)[C@@H]1[C@H](O[C@](C1)(C(F)(F)F)C)C(=O)NC1=CC(=NC=C1)C(=O)N